(4-(tert-Butoxycarbonyl)-3,3-dimethylpiperazin-1-yl)thiazole-4-carboxylic acid ethyl ester C(C)OC(=O)C=1N=C(SC1)N1CC(N(CC1)C(=O)OC(C)(C)C)(C)C